COC([C@@H]([C@@H](NS(=O)(=O)C1=CC=C(C=C1)OC(F)(F)F)C1=CC=CC=C1)C)=O.C(C=C)(=O)OCCC[Si](OC)(OC)OC 3-(Acryloyloxy)propyltrimethoxysilane methyl-(2R,3R)-2-methyl-3-phenyl-3-((4-(trifluoromethoxy)phenyl)sulfonamido)propanoate